N-benzyl-N-ethyl-6-methyl-4-[(1-methylcyclopropyl)amino]furo[2,3-d]pyrimidine-5-carboxamide C(C1=CC=CC=C1)N(C(=O)C1=C(OC=2N=CN=C(C21)NC2(CC2)C)C)CC